NC1=CC(C(NC1=NC=1C(=NN2C1C=CC(=C2C)C)OCCCN2CCCCC2)=NC=2C(=NN1C2C=CC(=C1C)C)OCCCN1CCCCC1)=N N,N'-(5-Amino-3-iminopyridin-2,6(1H,3H)-diyliden)bis{6,7-dimethyl-2-[3-(piperidin-1-yl)propoxy]pyrazolo[1,5-a]pyridin-3-amin}